tert-butyl N-[2-hydroxy-2-[1-[3-(4-tetrahydropyran-2-yl-1,2,4-triazol-3-yl) phenyl]pyrazolo[3,4-b]pyridin-5-yl]ethyl]carbamate OC(CNC(OC(C)(C)C)=O)C=1C=C2C(=NC1)N(N=C2)C2=CC(=CC=C2)C2=NN=CN2C2OCCCC2